(S)-2-((tert-butoxycarbonyl)amino)hept-6-enoic acid C(C)(C)(C)OC(=O)N[C@H](C(=O)O)CCCC=C